2-(2-((cyclopropylmethyl)sulfonamido)thiazol-4-yl)-N-(4-(6-ethoxypyrazin-2-yl)-2-fluorophenyl)-2-methylpropanamide C1(CC1)CS(=O)(=O)NC=1SC=C(N1)C(C(=O)NC1=C(C=C(C=C1)C1=NC(=CN=C1)OCC)F)(C)C